2-[tert-butylbis(phenyl)siloxy]-2-(4-pyrimidinyl)ethylamine C(C)(C)(C)[Si](OC(CN)C1=NC=NC=C1)(C1=CC=CC=C1)C1=CC=CC=C1